C(C=C)(=O)NCC1=NN(C=2N=CC=C(C21)C(=O)N)C2=CC=C(C=C2)OC(F)(F)F 3-[(prop-2-enoylamino)methyl]-1-[4-(trifluoromethoxy)phenyl]pyrazolo[3,4-b]pyridine-4-carboxamide